C(C)(C)(C)C=1C=C(C=C(C1)C(C)(C)C)NC1=NC=C(C=N1)C(=O)O 2-[(3,5-di-tert-butylphenyl)amino]pyrimidine-5-carboxylic Acid